FC(C=1C=C(C(=O)OCCCC)C=CC1)(F)F butyl m-trifluoromethylbenzoate